NC1=C(C=CC(=C1F)NCC1=CC=C(C=C1)OC(F)(F)F)NC(CCC#C)=O N-(2-Amino-3-fluoro-4-((4-(trifluoromethoxy)benzyl)amino)phenyl)pent-4-ynamid